1,4,7,10-Tetraazacyclododecane-1,4,7,10-tetrayltetraacetic acid N1(CCN(CCN(CCN(CC1)CC(=O)O)CC(=O)O)CC(=O)O)CC(=O)O